1-(5-(difluoromethyl)-2-methoxyphenyl)-N-(3-methoxypyrazin-2-yl)-3-methyl-1H-pyrazolo[4,3-c]pyridin-6-amine FC(C=1C=CC(=C(C1)N1N=C(C=2C=NC(=CC21)NC2=NC=CN=C2OC)C)OC)F